5-{4-amino-5-[(3,3-difluoroazetidin-1-yl)methyl]pyrrolo[2,1-f][1,2,4]triazin-7-yl}-N-[(3R,4S)-1-(cyclohexanesulfonyl)-4-fluoropyrrolidin-3-yl]-2-(methoxy-d3)nicotinamide NC1=NC=NN2C1=C(C=C2C=2C=NC(=C(C(=O)N[C@@H]1CN(C[C@@H]1F)S(=O)(=O)C1CCCCC1)C2)OC([2H])([2H])[2H])CN2CC(C2)(F)F